3-chloro-5-((1-((6-(4-fluorophenyl)-3-oxo-2,3-dihydropyridazin-4-yl)methyl)-6-oxo-4-(trifluoromethyl)-1,6-dihydropyrimidin-5-yl)oxy)benzonitrile ClC=1C=C(C#N)C=C(C1)OC1=C(N=CN(C1=O)CC=1C(NN=C(C1)C1=CC=C(C=C1)F)=O)C(F)(F)F